dimethyldi-n-propoxysilane CCCO[Si](C)(C)OCCC